N(=[N+]=[N-])CCOCCOCCOCCCO[Si](C(C)(C)C)(C)C 16-azido-2,2,3,3-tetramethyl-4,8,11,14-tetraoxa-3-silahexadecane